NC1=CC=CC(=N1)S(=O)(=O)NC(=O)C=1C(=NC(=CC1)C1=NC(=C(C=C1)C)NCC(C)C)N1C(CC(C1)C)(C)C N-[(6-Amino-2-pyridyl)sulfonyl]-6-[6-(isobutylamino)-5-methyl-2-pyridyl]-2-(2,2,4-trimethylpyrrolidin-1-yl)pyridin-3-carboxamid